FC(OC1=C(C(=NN1C)C(F)(F)F)CSC1=NOC(C1)(C)C)F 3-[[[5-(difluoromethoxy)-1-methyl-3-(trifluoromethyl)-1H-pyrazol-4-yl]methyl]thio]-4,5-dihydro-5,5-dimethylisoxazole